4-(4'-dimethylaminomethylphenyl)-1,2,4-triazolidine-3,5-dione CN(C)CC1=CC=C(C=C1)N1C(NNC1=O)=O